FC1(CCCC1)CN1N=CC(=C1)C=1C=CC(=NC1C=1C=CC=2N(C1)N=C(C2)OC)C#N 5-(1-((1-fluorocyclopentyl)methyl)-1H-pyrazol-4-yl)-6-(2-methoxypyrazolo[1,5-a]pyridin-6-yl)picolinonitrile